C(#N)C(C)(C)C=1C=C(C(=O)NC2=CC(=C(C=C2)C)N2N=CC(=C2)C=2C=NC=CC2OCCO)C=CC1 3-(2-cyanopropan-2-yl)-N-(3-(4-(4-(2-hydroxyethoxy)pyridin-3-yl)-1H-pyrazol-1-yl)-4-methylphenyl)benzamide